N-(1,1-dimethyl-2-methylthioethyl)o-carbamoylbenzoic acid CC(CSC)(C)NC(=O)C1=C(C(=O)O)C=CC=C1